7'-[2,6-difluoro-4-(2-phenylethynyl)phenyl]-3'-(1-hydroxyethyl)spiro[cyclopropane-1,5'-imidazo[1,2-a]imidazole]-6'-one FC1=C(C(=CC(=C1)C#CC1=CC=CC=C1)F)N1C(C2(N3C1=NC=C3C(C)O)CC2)=O